7-(chloromethyl)-3-ethyl-1,2-dihydro-1,5-naphthyridin-2-one ClCC1=CN=C2C=C(C(NC2=C1)=O)CC